C(C)OC(=O)C1=CCNO1 dihydroisoxazole-5-carboxylic acid ethyl ester